O1COC2=CC3=C(N=C(N3)NC=3C=C(C(=O)NO)C=CC3)C=C21 3-((5H-[1,3]dioxolo[4',5':4,5]benzo[1,2-d]imidazol-6-yl)amino)-N-hydroxybenzamide